ClC=1C=C(C(=O)N(C)[C@H]2COCC=3NC(C=4C=C(C(=CC4C32)F)F)=O)C=CC1Cl (R)-3,4-dichloro-N-(8,9-difluoro-6-oxo-1,4,5,6-tetrahydro-2H-pyrano[3,4-c]isoquinolin-1-yl)-N-methylbenzamide